C1(CC1)[C@H](C)N(C(=O)OCC1=C(C=NN1C)C1=CC=C(C(=N1)C)OC1CCCCC1)C (1S,3S)-3-((6-(5-(((((R)-1-Cyclopropylethyl)(methyl)carbamoyl)oxy)methyl)-1-methyl-1H-pyrazol-4-yl)-2-methylpyridin-3-yl)oxy)cyclohexan